3-[2-(methoxymethoxy)-4-(1-tetrahydropyran-2-ylpyrazol-4-yl)phenyl]pyrrolo[3,2-c]pyridazine-5-carboxylic acid tert-butyl ester C(C)(C)(C)OC(=O)N1C=CC=2N=NC(=CC21)C2=C(C=C(C=C2)C=2C=NN(C2)C2OCCCC2)OCOC